CC(COC1=C(C=CC=C1)C1CCN(CC1)[C@H]1CC2(CN(C2)C2=NC=CN=C2C)CC1)(C)O (R)-2-methyl-1-(2-(1-(2-(3-methylpyrazin-2-yl)-2-azaspiro[3.4]octan-6-yl)piperidin-4-yl)phenoxy)propan-2-ol